C(#N)CC1(CCN(CC1)CC1=CC=C(C=C1)SC(F)(F)F)N1N=C(C(=C1)C(=O)N)NC(=O)C1CC1 1-[4-(cyanomethyl)-1-[[4-(trifluoromethylsulfanyl)phenyl]methyl]-4-piperidyl]-3-(cyclopropanecarbonylamino)pyrazole-4-carboxamide